(S)-2-cyclopropyl-4-(3-(3-fluoro-4-methylphenyl)-3-(1,2,4-thiadiazol-5-yl)pyrrolidine-1-carboxamido)-N-methylpyrimidine-5-carboxamide C1(CC1)C1=NC=C(C(=N1)NC(=O)N1C[C@@](CC1)(C1=NC=NS1)C1=CC(=C(C=C1)C)F)C(=O)NC